(1S,3S,4S)-N-((R)-1-cyano-2-((S)-2-oxopiperidin-3-yl)ethyl)-2-(2,7-dichloro-9-hydroxy-9H-fluorene-9-carbonyl)-5,5-difluoro-2-azabicyclo[2.2.2]octane-3-carboxamide C(#N)[C@@H](C[C@H]1C(NCCC1)=O)NC(=O)[C@H]1N([C@@H]2CC([C@H]1CC2)(F)F)C(=O)C2(C1=CC(=CC=C1C=1C=CC(=CC21)Cl)Cl)O